BrC=1C=C(C=C(C1)NS(=O)(=O)C)C=1N(C(=CC1C(=O)N)C)C1CCCCC1 (3-bromo-5-(methylsulfonylamino)phenyl)-1-cyclohexyl-5-methyl-1H-pyrrole-3-carboxamide